(S)-4-(3-Iodo-1-benzenesulfonyl-1H-pyrrolo[2,3-b]pyridin-6-yl)-3-methylmorpholine IC1=CN(C2=NC(=CC=C21)N2[C@H](COCC2)C)S(=O)(=O)C2=CC=CC=C2